methyl((1-methyl-1H-1,2,4-triazol-3-yl)methyl)(((6-(5-(trifluoromethyl)-1,2,4-oxadiazol-3-yl)imidazo[1,2-a]pyridin-2-yl)methyl)imino)-λ6-sulfanone CS(=O)(=NCC=1N=C2N(C=C(C=C2)C2=NOC(=N2)C(F)(F)F)C1)CC1=NN(C=N1)C